5-bromothiazolo[5,4-b]pyridine-2-amine BrC1=CC=C2C(=N1)SC(=N2)N